2-(3-(1-(2-chloro-3,4-dimethoxybenzoyl)piperidin-4-yl)-2-oxoimidazolidine-1-carboxamido)acetic acid ClC1=C(C(=O)N2CCC(CC2)N2C(N(CC2)C(=O)NCC(=O)O)=O)C=CC(=C1OC)OC